(R)-2-acetyl-6-(4-chloro-benzyl)-9-(4-(difluoro-methoxy)phenyl)-2,6,9-triazaspiro[4.5]decane-7,10-dione C(C)(=O)N1C[C@@]2(CC1)N(C(CN(C2=O)C2=CC=C(C=C2)OC(F)F)=O)CC2=CC=C(C=C2)Cl